C(C)(C)(C)C=1C=C(CCC(=O)OCC(COC(CCC2=CC(=C(C(=C2)C(C)(C)C)O)C(C)(C)C)=O)(COC(CCC2=CC(=C(C(=C2)C(C)(C)C)O)C(C)(C)C)=O)COC(CCC2=CC(=C(C(=C2)C(C)(C)C)O)C(C)(C)C)=O)C=C(C1O)C(C)(C)C Pentaerythritol tetrakis(3,5-di-t-butyl-4-hydroxyhydrocinnamate)